C(C1=CC=CC=C1)NC(=O)C=1N(C(N2C1CN(CC2)C(C2=CC(=C(C=C2)Br)Cl)=O)=O)C2=CC=C(C=C2)N2C[C@H](OCC2)C |r| N-benzyl-7-(4-bromo-3-chloro-benzoyl)-3-oxo-2-[4-[rac-(2R)-2-methylmorpholin-4-yl]phenyl]-6,8-dihydro-5H-imidazo[1,5-a]pyrazine-1-carboxamide